2-undecene-1-ol C(C=CCCCCCCCC)O